4-(4-cyano-2-methoxyphenyl)-5-ethoxy-1,4-dihydro-2,8-dimethyl-1,6-naphthyridine-3-carboxylic acid trifluoroethyl ester FC(COC(=O)C1=C(NC2=C(C=NC(=C2C1C1=C(C=C(C=C1)C#N)OC)OCC)C)C)(F)F